FC([C@@H](C)NC)(F)F (2R)-1,1,1-trifluoro-N-methyl-propan-2-amine